Zinc(II) tetranitrophthalocyanine C1=CC2=C(C=C1[N+](=O)[O-])C3=NC4=NC(=NC5=C6C=CC(=CC6=C([N-]5)N=C7C8=C(C=C(C=C8)[N+](=O)[O-])C(=N7)N=C2[N-]3)[N+](=O)[O-])C9=C4C=CC(=C9)[N+](=O)[O-].[Zn+2]